FC1=CC=C(CC[NH3+])C=C1 4-fluoroPhenethylammonium